(2E)-4-(dimethylamino)-1-[(2R)-4-{5-fluoro-4-[(3-methyl-4-{[1,2,4]triazolo[1,5-a]pyridin-7-ylmethyl}phenyl)amino]quinazolin-6-yl}-2-methylpiperazin-1-yl]but-2-en-1-one formate C(=O)O.CN(C/C=C/C(=O)N1[C@@H](CN(CC1)C=1C(=C2C(=NC=NC2=CC1)NC1=CC(=C(C=C1)CC1=CC=2N(C=C1)N=CN2)C)F)C)C